2-(4-Fluoro-3-(methoxycarbonyl)-5-(5-methylthiazol-2-yl)phenoxy)-2-methylpropionic acid FC1=C(C=C(OC(C(=O)O)(C)C)C=C1C=1SC(=CN1)C)C(=O)OC